FC1=CC=C(C=C1)C1(CCC(CC1)=O)C#N 1-(p-fluorophenyl)-4-oxocyclohexanecarbonitrile